ClC1=C(C=C(C(=C1)CC)C(=O)N1CCC(CC1)(C1=CC=C(C=C1)F)F)NC(=O)NCC1OCCC1 (2-chloro-4-ethyl-5-(4-fluoro-4-(4-fluorophenyl)piperidine-1-carbonyl)phenyl)-3-((tetrahydrofuran-2-yl)methyl)urea